4-methyl-N-((1-methyl-1H-pyrazol-4-yl)methyl)-3-((4-methylphenyl)sulfonylamino)benzamide CC1=C(C=C(C(=O)NCC=2C=NN(C2)C)C=C1)NS(=O)(=O)C1=CC=C(C=C1)C